bis(1-butylindenyl)hafnium C(CCC)C1C(=CC2=CC=CC=C12)[Hf]C=1C(C2=CC=CC=C2C1)CCCC